4,7-difluoro-1H-indazol-6-ol FC1=C2C=NNC2=C(C(=C1)O)F